C(C)(C)(C)OC(NC1(CC1)C1=C(C=CC=C1)CC)=O tert-butyl(1-(2-ethylphenyl)cyclopropyl)carbamate